(7-(benzyloxy)-4-chloroquinolin-3-yl)(4-fluoro-2,6-dimethylphenyl)methanol C(C1=CC=CC=C1)OC1=CC=C2C(=C(C=NC2=C1)C(O)C1=C(C=C(C=C1C)F)C)Cl